4-(((1S,2S)-2-fluorocyclopropyl)amino)-5-methoxy-1-phenyl-7-(trifluoromethyl)quinazolin-2(1H)-one F[C@@H]1[C@H](C1)NC1=NC(N(C2=CC(=CC(=C12)OC)C(F)(F)F)C1=CC=CC=C1)=O